CC([C@@H](C(=O)O)NC(CCCCCC1=CC=C(C=C1)C1=C(C=CC=C1)C=1N=NNN1)=O)C (S)-3-methyl-2-(N-{[2'-(2H-1,2,3,4-tetrazol-5-yl)biphenyl-4-yl]methyl}pentanoylamino)butyric acid